CN1N=CC=2C1=NC(=CC2N2CC1=C(CC2)N(N=C1C)CC12CCC(CC1)(CC2)NC(CCN(C)C)=O)C N-(4-((5-(1,6-dimethyl-1H-pyrazolo[3,4-b]pyridin-4-yl)-3-methyl-4,5,6,7-tetrahydro-1H-pyrazolo[4,3-c]pyridin-1-yl)methyl)bicyclo[2.2.2]octan-1-yl)-3-(dimethylamino)propanamide